4-(10-Acryloyl-2-fluoro-14-oxo-8,8a,9,10,11,12-hexahydro-7H,14H-pyrazino[1',2':5,6][1,5]diazocino[3,2,1-hi]indazol-3-yl)-2-amino-7-fluorobenzo[b]thiophene-3-carbonitrile C(C=C)(=O)N1CC2N(C(C=3C=C(C(=C4C=NN(C34)CC2)C2=CC=C(C=3SC(=C(C32)C#N)N)F)F)=O)CC1